FC(OC1=CC=C(C=C1)C1=CN=C2N1C=CN=C2NC2=CC(=C(C(=O)NCCN1CC(NCC1)=O)C=C2)C)F 4-[[3-[4-(difluoromethoxy)phenyl]imidazo[1,2-a]pyrazin-8-yl]amino]-2-methyl-N-[2-(3-oxopiperazin-1-yl)ethyl]benzamide